5-(1-(3-((4-cyano-1H-pyrazol-1-yl)methyl)-bicyclo[1.1.1]pentane-1-carbonyl)-4,5-dihydro-1H-pyrazol-5-yl)nicotinonitrile C(#N)C=1C=NN(C1)CC12CC(C1)(C2)C(=O)N2N=CCC2C=2C=NC=C(C#N)C2